(R)-4-propyl-pyrrolidone C(CC)[C@@H]1CC(NC1)=O